3-bromo-1-(3-chloropyridin-2-yl)-N-[4-cyano-2-methyl-6-(methylcarbamoyl)phenyl]-1H-pyrazole-5-carboxamide BrC1=NN(C(=C1)C(=O)NC1=C(C=C(C=C1C(NC)=O)C#N)C)C1=NC=CC=C1Cl